IC=1C=C2C(=NC(=NC2=C(C1C1=CC=CC=2SC(=C(C21)C#N)NC(=O)OC(C)(C)C)F)Cl)O 2-methylpropan-2-yl {[4-(6-iodo-2-chloro-8-fluoro-4-hydroxyquinazolin-7-yl)-3-cyanobenzo[b]thiophen-2-yl]amino}methanoate